6-(2-(sec-butoxy)pyrimidin-5-yl)-2-((5-fluoropyridin-3-yl)methyl)pyridazine-3(2H)-one C(C)(CC)OC1=NC=C(C=N1)C=1C=CC(N(N1)CC=1C=NC=C(C1)F)=O